C(C)(C)C1CCC=2N(C1)C=NC2 6-isopropyl-5,6,7,8-tetrahydroimidazo[1,5-a]pyridine